ClC=1C=CC(=C(C1)C1(CCN(CC1)C(=O)OC(C)(C)C)O)C(C)(C)O tert-butyl 4-[5-chloro-2-(1-hydroxy-1-methyl-ethyl)phenyl]-4-hydroxy-piperidine-1-carboxylate